N-ethyl-4-[(2-isopropyl-5-oxo-6H-pyrido[4,3-d]pyrimidin-4-yl)amino]benzamide C(C)NC(C1=CC=C(C=C1)NC=1C2=C(N=C(N1)C(C)C)C=CNC2=O)=O